C(C1=CC=CC=C1)OC(=O)N1CCN(CC1)CCOC=1C(=C(C=CC1)N1[C@H]2CN(CC1CC2)C(=O)OC(C)(C)C)F tert-butyl (1R)-8-[3-[2-(4-benzyloxycarbonylpiperazin-1-yl)ethoxy]-2-fluoro-phenyl]-3,8-diazabicyclo[3.2.1]octane-3-carboxylate